(S,Z)-tert-butyl (((tert-butoxycarbonyl)amino)(2-(3-(4-(octyloxy)-3-(trifluoromethyl)phenyl)-1,2,4-oxadiazol-5-yl)pyrrolidin-1-yl)methylene)carbamate C(C)(C)(C)OC(=O)N/C(/N1[C@@H](CCC1)C1=NC(=NO1)C1=CC(=C(C=C1)OCCCCCCCC)C(F)(F)F)=N/C(OC(C)(C)C)=O